5-(4-chloro-6-((3R,5S)-3,5-dimethylpiperazin-1-yl)-1,8-naphthyridin-2-yl)-2-methyl-2H-indazole-7-carbonitrile 2,2,2-trifluoroacetate FC(C(=O)O)(F)F.ClC1=CC(=NC2=NC=C(C=C12)N1C[C@H](N[C@H](C1)C)C)C1=CC2=CN(N=C2C(=C1)C#N)C